C(CCCCCCCCC)OCCCCCCCCCC decanyl ether